C(CCC)/C(/C(=O)O[Si](C1=CC=CC=C1)(C1=CC=CC=C1)C(C)(C)C)=C/C(=O)[O-] t-butyldiphenylsilyl n-butylmaleate